C(C)N1C(NC2=CC(=CC=C2C1=O)C=1C=C(C(=O)NC=2C(=NC=CC2)C(=O)NC)C=CC1)=O (3-(3-ethyl-2,4-dioxo-1,2,3,4-tetrahydroquinazolin-7-yl)benzamido)-N-methylpicolinamide